C(C\C=C/CCCCCCCC\C=C/CCCC)O (Z,Z)-3,13-Octadecadien-1-ol